COC(C(CC[C@H]1CC(N(C1)C(=O)OC(C)(C)C)(C)C)C1CC(OC(C1)(C)C)(C)C)=O tert-butyl (4S)-4-[4-methoxy-4-oxo-3-(2,2,6,6-tetramethyltetrahydropyran-4-yl)butyl]-2,2-dimethyl-pyrrolidine-1-carboxylate